BrC=1C(=NC=2N(C1)N=CC2C(=O)OCC)Cl ethyl 6-bromo-5-chloropyrazolo[1,5-a]pyrimidine-3-carboxylate